ethyl 2-(6-amino-4-oxoquinazolin-3(4H)-yl)acetate NC=1C=C2C(N(C=NC2=CC1)CC(=O)OCC)=O